phenyl (perfluoro-n-propyl) sulfide FC(C(C(F)(F)F)(F)F)(F)SC1=CC=CC=C1